(5RS)-5-(2,4-dimethylbenzyl)-3-{3-methyl-5-[3-(trifluoromethyl)phenoxy]pyridazin-4-yl}-5,6-dihydro-4H-1,2,4-oxadiazine CC1=C(C[C@H]2NC(=NOC2)C2=C(N=NC=C2OC2=CC(=CC=C2)C(F)(F)F)C)C=CC(=C1)C |r|